C(C(=O)O)(=O)O.N[C@@H]1CN(CC1)C(C#CC1=CC(=C(C=C1)C1=CC=CC=C1)C(F)(F)F)=O 1-[(3S)-3-aminopyrrolidin-1-yl]-3-[2-(trifluoromethyl)[1,1'-biphenyl]-4-yl]prop-2-yn-1-one monooxalate